(4-methoxyphenyl)diphenylsulfonium trifluoromethanesulfonate FC(S(=O)(=O)[O-])(F)F.COC1=CC=C(C=C1)[S+](C1=CC=CC=C1)C1=CC=CC=C1